tert-Butyloxycarbonyl-phytosphingosine C(C)(C)(C)OC(=O)C(O)[C@H](N)[C@H](O)[C@H](O)CCCCCCCCCCCCCC